N-hydroxyiminochloride ON(Cl)Cl